9-hydroxyanthracene OC=1C2=CC=CC=C2C=C2C=CC=CC12